N-(4-fluoro-5-(((2S,4R)-2-methyl-4-((1-methyl-1H-pyrazolo[3,4-b]pyridin-4-yl)oxy)pyrrolidin-1-yl)methyl)thiazol-2-yl)acetamide FC=1N=C(SC1CN1[C@H](C[C@H](C1)OC1=C2C(=NC=C1)N(N=C2)C)C)NC(C)=O